α-methoxyacetamide COCC(=O)N